FC=1C=C(C=C(C1OC1=CC(=CC=C1)S(F)(F)(F)(F)F)F)CO (3,5-difluoro-4-(3-(pentafluorosulfanyl)phenoxy)phenyl)methanol